4-(cyclohexyloxy)-2-((2-methoxy-4-(1-methyl-1H-pyrazol-5-yl)phenyl)amino)-7H-pyrrolo[2,3-d]pyrimidine-5-carbonitrile C1(CCCCC1)OC=1C2=C(N=C(N1)NC1=C(C=C(C=C1)C1=CC=NN1C)OC)NC=C2C#N